ClC1=CC=C(C=C1)NC(=O)N1[C@@H](C[C@H](C1)O)C(=O)NC1=C(C=CC(=C1)C(CCC1CC1)(N[S@](=O)C(C)(C)C)C1=CC(=CC=C1)C#N)F (2S,4R)-N1-(4-chlorophenyl)-N2-(5-((-)-1-(3-cyanophenyl)-3-cyclopropyl-1-((R)-1,1-dimethylethylsulfinamido)propyl)-2-fluorophenyl)-4-hydroxypyrrolidine-1,2-dicarboxamide